6-[1-(2-Trimethylsilylethoxymethyl)pyrazol-4-yl]thieno[3,2-c]pyridin-4-ol C[Si](CCOCN1N=CC(=C1)C1=CC2=C(C(=N1)O)C=CS2)(C)C